R-6-bromo-3-(4-fluorobutyl)-3-methyl-isobenzofuran BrC1=CC=C2[C@@](OCC2=C1)(C)CCCCF